5-chloro-N-((R)-1-(2,4-dichlorophenyl)ethyl)-6-methyl-2-(4-(methyl-(((R)-pyrrolidine-2-yl)methyl)amino)piperidin-1-yl)pyrimidine-4-amine ClC=1C(=NC(=NC1C)N1CCC(CC1)N(C[C@@H]1NCCC1)C)N[C@H](C)C1=C(C=C(C=C1)Cl)Cl